COC(CCCC(=O)O[C@H](CO)COP(=O)([O-])OCC[N+](C)(C)C)OC 2-(5,5-dimethoxyvaleroyl)-sn-glycero-3-phosphocholine